(S)-4-methyl-3-(1-(5-(4-methylpiperazine-1-carbonyl)pyridin-3-yl)pyrrolidin-3-yl)-N-(5-(trifluoromethyl)pyridin-3-yl)benzamide CC1=C(C=C(C(=O)NC=2C=NC=C(C2)C(F)(F)F)C=C1)[C@H]1CN(CC1)C=1C=NC=C(C1)C(=O)N1CCN(CC1)C